Cl[SiH](CC[Si](Cl)(Cl)Cl)Cl 1,1,4,4,4-pentachloro-1,4-disilabutane